C(C)[C@@H]1C[C@@H](C[C@@H]1C1=NN=C2N1C1=C(N=C2)NC=C1)NC=1N=CC=NC1 5-((1S,3R,4S)-3-ethyl-4-(6H-pyrrolo[2,3-e][1,2,4]triazolo[4,3-a]pyrazin-1-yl)cyclopentylamino)pyrazine